COC1=C(C=C(C=C1)OC)S(=O)(=O)NC=1C=C(C(=O)NC2=CC(=CC=C2)C(F)(F)F)C=CC1 3-((2,5-dimethoxyphenyl)sulfonamido)-N-(3-(trifluoromethyl)phenyl)benzamide